FC=1C=C2C(=NNC2=CC1F)C1=NC=2C(CCNC2C=C1)(C)C 2-(5,6-difluoro-1H-indazol-3-yl)-8,8-dimethyl-6,7-dihydro-5H-1,5-naphthyridine